CC=1C(=NC(=NC1)NC=1C=NN(C1)C)[Sn](C)(C)C 5-methyl-N-(1-methyl-1H-pyrazol-4-yl)-4-(trimethylstannyl)pyrimidin-2-amine